C(C)(C)(C)OC(=O)N1C(CC2(CC1)CCC=1C2=NC=CC1)C(C)(C)C tert-butyl-5,6-dihydrospiro[cyclopenta[b]pyridine-7,4'-piperidine]-1'-carboxylic acid tert-butyl ester